N=1C=C(N2C1C=CC=C2)C(=O)N2CC1=C(CC2)C(=CS1)C(=O)NC1=CC(=NN1C)C(C)C 6-(Imidazo[1,2-a]pyridin-3-carbonyl)-N-(3-isopropyl-1-methyl-1H-pyrazol-5-yl)-4,5,6,7-tetrahydrothieno[2,3-c]pyridin-3-carboxamid